Acetylene ruthenium hydrochloride Cl.[Ru].C#C